CN1CCC2(CC1)C(C1=CC(=CC=C1C2)C=2C=CC=C(C(=O)N)C2)=O 5-(1'-methyl-1-oxo-1,3-dihydrospiro[inden-2,4'-piperidin]-6-yl)benzamide